FC1=CC(=C(C=C1)C=1C=NC=2N(C1)C=C(N2)COC2=NC=CC(=C2)F)OC 6-(4-fluoro-2-methoxy-phenyl)-2-[(4-fluoro-2-pyridinyl)oxymethyl]imidazo[1,2-a]pyrimidine